COC1=CC=C(C=C1)CN(C1=CC=CC(=N1)S(=O)(=O)NC(=O)C=1C(=NC=CC1)N1C(CC(C1)C)(C)C)C N-[[6-[(4-methoxyphenyl)methyl-methyl-amino]-2-pyridyl]sulfonyl]-2-(2,2,4-trimethylpyrrolidin-1-yl)pyridine-3-carboxamide